4-nitrophenyl (R)-2,2-dichloro-1-methylcyclopropane-1-carboxylate ClC1([C@](C1)(C(=O)OC1=CC=C(C=C1)[N+](=O)[O-])C)Cl